CN(C=1C=C(OC=2C=C(C(=CC2)N)N)C=CC1)C 4-[3-(dimethylamino)phenoxy]benzene-1,2-diamine